(1-(4,5-dimethyl-6-oxo-1,6-dihydropyrimidin-2-yl)-3-methyl-1H-pyrazol-5-yl)-3-ethylurea CC=1N=C(NC(C1C)=O)N1N=C(C=C1NC(=O)NCC)C